methyl-17α-hydroxy-21-chloropregna-1,4-diene-3,11,20-trione CC(C([C@]1(CC[C@H]2[C@@H]3CCC4=CC(C=C[C@]4(C)[C@H]3C(C[C@]12C)=O)=O)O)=O)Cl